N1(CCOCC1)C1=NN2C(C=CC=C2)=C1N 2-morpholin-4-ylpyrazolo[1,5-a]pyrid-3-ylamine